FC1=C(C(=CC=C1)F)S(=O)(=O)NC=1N=CSC1 2,6-difluoro-N-(thiazol-4-yl)benzenesulfonamide